N-(3-methoxy-4-((4-methoxybenzyl)oxy)phenyl)-3-(prop-1-en-2-yl)quinoxalin-6-amine COC=1C=C(C=CC1OCC1=CC=C(C=C1)OC)NC=1C=C2N=C(C=NC2=CC1)C(=C)C